N-(((1r,4r)-4-(trifluoromethyl)cyclohexyl)methyl)cyclopropanamine FC(C1CCC(CC1)CNC1CC1)(F)F